5,5-dimethylcyclohexen CC1(CCC=CC1)C